ClC1=C(C(=NC=C1)N1C(C2=CC=3CC(CC3N2CC1)(C)C)=O)C=O 4-chloro-2-{4,4-dimethyl-9-oxo-1,10-diaza-tricyclo[6.4.0.02,6]dodeca-2(6),7-dien-10-yl}pyridine-3-carbaldehyde